C(C(C)(C)C)OCC(C)(C)C neopentylether